3'',5'-dichloro-4''-hydroxy-3-(2-hydroxypropan-2-yl)-6''-methyl-2H,2''H-[1,2':4',1''-terpyridine]-2,2''-dione ClC=1C(N(C(=CC1O)C)C1=CC(=NC=C1Cl)N1C(C(=CC=C1)C(C)(C)O)=O)=O